guanidino(iminourea) N(C(=N)N)NC(N=N)=O